7-{6-azaspiro[2.5]oct-6-yl}-N-[6-(4,4-difluoropiperidin-1-yl)-4-methylpyridin-2-yl]-5-{[(2,4-dimethoxyphenyl)methyl]amino}-[1,2,4]triazolo[1,5-a]pyridine-8-carboxamide C1CC12CCN(CC2)C2=C(C=1N(C(=C2)NCC2=C(C=C(C=C2)OC)OC)N=CN1)C(=O)NC1=NC(=CC(=C1)C)N1CCC(CC1)(F)F